C(C)(=O)C=1C=C(C=CC1)NC(=O)NC=1C=C2C(N(C(N(C2=CC1)CCN1CCCCC1)=O)CCN1CCCCC1)=O 1-(3-acetylphenyl)-3-(2,4-dioxo-1,3-bis(2-(piperidin-1-yl)ethyl)-1,2,3,4-tetrahydroquinazolin-6-yl)urea